C(C=C)ON1[C@@H]2C(=C[C@H](N(C1=O)C2)C(=O)N)C (2S,5R)-6-(allyloxy)-4-methyl-7-oxo-1,6-diazabicyclo[3.2.1]oct-3-ene-2-carboxamide